(1s,3S,5'S,7a'R)-3-hydroxy-5'-(1-methyl-1H-pyrazol-4-yl)tetrahydro-3'H-spiro[cyclobutane-1,2'-pyrrolo[2,1-b]oxazol]-3'-one OC1CC2(C(N3[C@H](O2)CC[C@H]3C=3C=NN(C3)C)=O)C1